4-cyclopropyl-5-(3-ethoxy-3-oxopropanamido)-1H-pyrazole-3-carboxylic acid ethyl ester C(C)OC(=O)C1=NNC(=C1C1CC1)NC(CC(=O)OCC)=O